CC1=NC2=CC=CC(=C2C(N1C1C(NC(CC1)=O)=O)=O)OCC1CCC(CC1)C(=O)N1CCOCC1 3-(2-methyl-5-((4-(morpholine-4-carbonyl)cyclohexyl)methoxy)-4-oxoquinazolin-3(4H)-yl)piperidine-2,6-dione